(3R,5R,8S,9S,10S,13S,14S,17S)-N-(5-cyanopyrazin-2-yl)-3-(ethoxymethyl)-10-ethyl-3-hydroxy-13-methylhexadecahydro-1H-cyclopenta[a]phenanthrene-17-carboxamide C(#N)C=1N=CC(=NC1)NC(=O)[C@H]1CC[C@H]2[C@@H]3CC[C@@H]4C[C@@](CC[C@@]4([C@H]3CC[C@]12C)CC)(O)COCC